ClC=1C=C(C(=NC1)CC1CC2(CN(C2)C(=O)N2C[C@@H]3[C@@H](OCC(N3)=O)CC2)C1)F (4aR,8aS)-6-[6-[(5-chloro-3-fluoro-2-pyridyl)methyl]-2-azaspiro[3.3]heptane-2-carbonyl]-4,4a,5,7,8,8a-hexahydropyrido[4,3-b][1,4]oxazin-3-one